C(C)(C)(C)OC(=O)N[C@H](C(=O)N[C@@H]1C[C@@](N(C1)C(=O)OC(C)(C)C)(C(=O)OCC1=CC=CC=C1)CCCCB1OC(C(O1)(C)C)(C)C)[C@H](CC)C (2R,4R)-2-Benzyl 1-Tert-Butyl 4-((2S,3S)-2-(Tert-Butoxycarbonylamino)-3-Methylpentanamido)-2-(4-(4,4,5,5-Tetramethyl-1,3,2-Dioxaborolan-2-yl)Butyl)Pyrrolidine-1,2-Dicarboxylate